CCCCCCCCCCCCCCCC(=O)OCC(COC(=O)CCCCCCCCCCCCCCC)OC(=O)CCCCCCC/C=C\\CCCCCCCC The molecule is a triglyceride in which the 1- and 3-acyl groups are palmitoyl while that at position 2 is oleoyl. It derives from an oleic acid and a hexadecanoic acid.